N-{4-[2-(2-aminopyridin-3-yl)-5-phenylimidazo[4,5-b]pyridin-3-yl]phenyl}-2-(3-formyl-4-hydroxyphenyl)acetamide NC1=NC=CC=C1C1=NC=2C(=NC(=CC2)C2=CC=CC=C2)N1C1=CC=C(C=C1)NC(CC1=CC(=C(C=C1)O)C=O)=O